(dl)-2-(4-methylphenyl)-4-cyanopyridine CC1=CC=C(C=C1)C1=NC=CC(=C1)C#N